[Cl-].C(C(=C)C)(=O)NCCC[N+](C)(C)C [3-(methacrylamido)-propyl]trimethyl-ammonium chloride